CC1=C(C=2N(C=CC2S1)CC1=CC=C(C=C1)C(F)(F)F)C(=O)O 2-methyl-4-(4-trifluoromethyl-benzyl)-4H-thieno[3,2-b]pyrrole-3-carboxylic acid